2-(2,6-Dioxopiperidin-3-yl)-4-(((1-(2-(pyridin-2-yl)propyl)-1H-1,2,3-triazol-4-yl)methyl)amino)isoindoline-1,3-dione O=C1NC(CCC1N1C(C2=CC=CC(=C2C1=O)NCC=1N=NN(C1)CC(C)C1=NC=CC=C1)=O)=O